N1=C(C=CC=C1)/C=C/C(=O)O (E)-3-(pyridin-2-yl)acrylic acid